C(C)(C)(C)OC(=O)N1CCN(CC1)C=1C=CC=C2C=C(COC12)C1=C(C=C(C=C1)Cl)F 4-(3-(4-chloro-2-fluorophenyl)-2H-chromen-8-yl)piperazine-1-carboxylic acid tert-butyl ester